CN(C(=O)[C@H]1NS(N(C1)C)(=O)=O)C=1C=C(C=CC1)C (3S)-N,5-dimethyl-N-(m-tolyl)-1,1-dioxo-1,2,5-thiadiazolidine-3-carboxamide